N=1N=CN2C1C(=NC=C2)CN(CC=2OC=CC2)CC2=CC(=CC=C2)Br 1-([1,2,4]triazolo[4,3-a]pyrazin-8-yl)-N-(3-bromobenzyl)-N-(furan-2-ylmethyl)methylamine